dodecylsulfoethylamine C(CCCCCCCCCCC)NCCS(=O)(=O)O